3-[4-[2-[2-[[2-[4,7,10-tris(2-tert-butoxy-2-oxo-ethyl)-1,4,7,10-tetrazacyclododec-1-yl]acetyl]amino]ethoxy]ethoxycarbonyloxy]phenyl]propanoic acid C(C)(C)(C)OC(CN1CCN(CCN(CCN(CC1)CC(OC(C)(C)C)=O)CC(OC(C)(C)C)=O)CC(=O)NCCOCCOC(=O)OC1=CC=C(C=C1)CCC(=O)O)=O